ClC=1C=CC(=C(OCCC(=O)O)C1)OC 3-(5-Chloro-2-methoxyphenoxy)propanoic acid